OCC1[C@H](CC(O1)N1C(NC(C=C1)=O)=O)OC 1-[(4S)-5-(hydroxymethyl)-4-methoxyoxolan-2-yl]-3H-pyrimidine-2,4-dione